tert-butyl 4-(3,3-dimethyl-2,3-dihydro-1H-indol-5-yl)piperidine-1-carboxylate CC1(CNC2=CC=C(C=C12)C1CCN(CC1)C(=O)OC(C)(C)C)C